N1=CNC2=NC=CC(=C21)C=2C=NN(C2)C2=CC=C(C=N2)C(C(F)(F)F)OCCNC2CC2 N-(2-(1-(6-(4-(3H-imidazo[4,5-b]pyridin-7-yl)-1H-pyrazol-1-yl)pyridin-3-yl)-2,2,2-trifluoroethoxy)ethyl)cyclopropylamine